N-(5-(((2S,4R)-4-((5-fluoropyridin-2-yl)oxy)-2-methylpyrrolidin-1-yl)methyl)thiazol-2-yl)acetamide FC=1C=CC(=NC1)O[C@@H]1C[C@@H](N(C1)CC1=CN=C(S1)NC(C)=O)C